5-chloro-N-(4-[N-(cyclohexylcarbamoyl)sulfamoyl]phenethyl)-2-methoxybenzamide ClC=1C=CC(=C(C(=O)NCCC2=CC=C(C=C2)S(NC(NC2CCCCC2)=O)(=O)=O)C1)OC